C1(CC1)C1=C(C(=NO1)C1=C(C=CC=C1Cl)Cl)COC1=CC=C2C(=N1)C=C(C1=C(O2)C=C(C=C1)C(=O)OC)F methyl 2-((5-cyclopropyl-3-(2,6-dichlorophenyl)isoxazol-4-yl)methoxy)-10-fluorobenzo[6,7]oxepino[3,2-b]pyridine-7-carboxylate